5,6-difluoro-2-propyl-4,7-di(thiophen-2-yl)-2H-benzo[d][1,2,3]Triazole FC1=C(C=2C(=NN(N2)CCC)C(=C1F)C=1SC=CC1)C=1SC=CC1